C1=C(C=CC2=CC=CC=C12)[C@H](C)N (S)-(-)-1-2-Naphthylethyl-amine